FC(CNCC1CCC(CC1)NC(OC(C)(C)C)=O)(F)F tert-butyl ((1r,4r)-4-(((2,2,2-trifluoroethyl)amino)methyl)cyclohexyl)carbamate